C1C(CC2=CC=CC=C12)C(=O)N[C@H](C(=O)NC=1C(N(C=CC1)CC(=O)NC1C2CC3CC(CC1C3)C2)=O)CCC(C(=O)NCC)=O (S)-2-(2,3-Dihydro-1H-inden-2-carboxamido)-N6-ethyl-N1-(1-(2-(2-adamantylamino)-2-oxoethyl)-2-oxo-1,2-dihydropyridin-3-yl)-5-oxohexandiamid